COC1=CC=C(C=C1)C=C[PH2]=O [2-(4-methoxyphenyl)vinyl]phosphine oxide